CC(C)NC1COC1 N-isopropyloxetan-3-amine